4-(3,6-dihydro-2H-pyran-4-yl)-3-(trifluoromethyl)pyrazol O1CCC(=CC1)C=1C(=NNC1)C(F)(F)F